ClC1=CC=CC(=N1)N1N=CC(=C1)CO [1-(6-chloropyridin-2-yl)pyrazol-4-yl]methanol